C1(CC1)N(C=1C2=C(N=CN1)N(C=C2)C[C@@H]2[C@H](CN(CC2)[C@@H](C(=O)OC)CO)O)CC2=CC=C(C=C2)C(F)(F)F |&1:20| rac-Methyl 2-((3R,4R)-4-((4-(cyclopropyl(4-(trifluoromethyl)benzyl)amino)-7H-pyrrolo[2,3-d]pyrimidin-7-yl)methyl)-3-hydroxypiperidin-1-yl)-3-hydroxypropanoate